3-[6-(2-chloro-4-fluoro-5-methoxy-phenyl)-3-(5-fluoro-4-methyl-3-pyridyl)-2,4-dioxo-thieno[3,2-d]pyrimidin-1-yl]propanenitrile ClC1=C(C=C(C(=C1)F)OC)C1=CC=2N(C(N(C(C2S1)=O)C=1C=NC=C(C1C)F)=O)CCC#N